2-[1-[2-(4,4-Dimethyl-1-piperidyl)-6-methyl-4-oxo-chromen-8-yl]ethylamino]-4,5-difluoro-benzoic acid CC1(CCN(CC1)C=1OC2=C(C=C(C=C2C(C1)=O)C)C(C)NC1=C(C(=O)O)C=C(C(=C1)F)F)C